CC(C=C)CCC 3-methyl-hexene